N-(6-(2-(4-chlorophenyl)-2,2-difluoroacetyl)pyridine-3-yl)-2-(4-(ethylsulfonyl)phenyl)acetamide ClC1=CC=C(C=C1)C(C(=O)C1=CC=C(C=N1)NC(CC1=CC=C(C=C1)S(=O)(=O)CC)=O)(F)F